2-((2-((5-bromo-2-methoxyphenyl)amino)-2-oxoethyl)thio)-1H-imidazole-4-carboxylic acid BrC=1C=CC(=C(C1)NC(CSC=1NC=C(N1)C(=O)O)=O)OC